Cl.COC=1C=C2C=3CCCC(C3NC2=CC1)N 6-Methoxy-2,3,4,9-tetrahydro-1H-carbazol-1-amine Hydrogen Chloride Salt